5-(3,4-difluoro-5-(piperazin-1-yl)phenyl)-3-(3-(pyridin-3-yl)pyrazolo[1,5-a]pyridin-5-yl)-1H-pyrrolo[2,3-b]pyridine FC=1C=C(C=C(C1F)N1CCNCC1)C=1C=C2C(=NC1)NC=C2C2=CC=1N(C=C2)N=CC1C=1C=NC=CC1